C(N)(=O)C=1C(=NN(C1)C1(C(CN(CC1)CC1=C(C=C(C(=C1)O)C(=C)C)F)F)CC#N)NC(OC)=O methyl N-[4-carbamoyl-1-[4-(cyanomethyl)-3-fluoro-1-[(2-fluoro-5-hydroxy-4-isopropenyl-phenyl)methyl]-4-piperidyl]pyrazol-3-yl]carbamate